BrC=1C=C2CCC=NC2=NC1 6-bromo-3,4-dihydro-1,8-naphthyridin